ethyl (1R,3S,5S)-2-{2-[3-acetyl-7-methyl-5-(2-methylpyrimidin-5-yl)indazol-1-yl]acetyl}-5-(hydroxymethyl)-2-azabicyclo[3.1.0]hexane-3-carboxylate C(C)(=O)C1=NN(C2=C(C=C(C=C12)C=1C=NC(=NC1)C)C)CC(=O)N1[C@@H]2C[C@@]2(C[C@H]1C(=O)OCC)CO